1,3-bis[[tert-butyl(diphenyl)silyl]oxy]propan-2-one [Si](C1=CC=CC=C1)(C1=CC=CC=C1)(C(C)(C)C)OCC(CO[Si](C1=CC=CC=C1)(C1=CC=CC=C1)C(C)(C)C)=O